1-[2-(aminooxy)ethyl]-2,4-dibromo-5-methylbenzene NOCCC1=C(C=C(C(=C1)C)Br)Br